N1(CCCC2=CC=CC=C12)CCCN1CC=2C=CC=C(C2C1=O)C(=O)O 2-[3-(3,4-Dihydro-2H-quinolin-1-yl)-propyl]-3-oxo-2,3-dihydro-1H-isoindole-4-carboxylic acid